bis(2-ethylhexyl) 1,2-cyclohexanedicarboxylate C1(C(CCCC1)C(=O)OCC(CCCC)CC)C(=O)OCC(CCCC)CC